di-butyl-dithiophosphinate C(CCC)P([S-])(=S)CCCC